N1N=CC(=C1)C1=NNC2=CC(=CC=C12)NC=1C=C(C=CC1)NC(=O)NC1=CC(=CC=C1)C(C)C 1-(3-((3-(1H-pyrazol-4-yl)-1H-indazol-6-yl)amino)phenyl)-3-(3-isopropylphenyl)urea